C(C1=CC=CC=C1)OC1=C(C=CC(=C1)B1OC(C(O1)(C)C)(C)C)/C=C/C(=O)OCC ethyl (E)-3-(2-(benzyloxy)-4-(4,4,5,5-tetramethyl-1,3,2-dioxaborolan-2-yl)phenyl)acrylate